FC1=CC=C(C(=O)NC2CCC(CC2)NC([O-])=O)C=C1 (1S-4S)-[4-[(4-fluorobenzoyl)amino]cyclohexyl]carbamate